2'-chloro-N-(5-cyclopropoxy-1,3,4-thiadiazol-2-yl)-5'-methoxy-6-methyl-(4,4'-bipyridine)-3-carboxamide ClC1=NC=C(C(=C1)C1=C(C=NC(=C1)C)C(=O)NC=1SC(=NN1)OC1CC1)OC